5-(4-(6-((2-fluoroethyl)-(2,2,6,6-tetramethyl-piperidin-4-yl)amino)-pyridazin-3-yl)-3-hydroxyphenyl)pyrimidin-2(1H)-one FCCN(C1=CC=C(N=N1)C1=C(C=C(C=C1)C=1C=NC(NC1)=O)O)C1CC(NC(C1)(C)C)(C)C